(3S,4R)-3,6-dichloropyran-4-ol ClC=1COC(=CC1O)Cl